4-bromo-2,6-dihydroxybenzaldehyde BrC1=CC(=C(C=O)C(=C1)O)O